C1CCN2C(CCCC12)=O (E)-hexahydro-1H-indolizin-5-one